4-(3-methoxy-4-{[4-(trifluoromethyl)phenyl]methoxy}phenyl)-2H,4H,5H,6H,7H-pyrazolo[3,4-b]pyridin-6-one COC=1C=C(C=CC1OCC1=CC=C(C=C1)C(F)(F)F)C1C=2C(NC(C1)=O)=NNC2